C(CCCCCCCCCCCCCCC)(=O)[O-].C(CC)N(CCC)CC[NH-] dipropylaminoethylamide palmitate